tert-butyl ((3S,4S)-1-(4-(((R)-1-(2,4-dichlorophenyl)ethyl)amino)-5-(difluoromethoxy)pyrimidin-2-yl)-3-hydroxypiperidin-4-yl)carbamate ClC1=C(C=CC(=C1)Cl)[C@@H](C)NC1=NC(=NC=C1OC(F)F)N1C[C@@H]([C@H](CC1)NC(OC(C)(C)C)=O)O